C1(CC1)C1=NC=NC(=C1C1=NN2C(N(C([C@@H](C2)C)=O)CC2=CC(=C(C=C2)C=2N(C=C(N2)C(F)(F)F)CC)F)=N1)OC (R)-2-(4-cyclopropyl-6-methoxypyrimidin-5-yl)-4-(4-(1-ethyl-4-(trifluoromethyl)-1H-imidazol-2-yl)-3-fluorobenzyl)-6-methyl-6,7-dihydro-[1,2,4]triazolo[1,5-a]pyrimidin-5(4H)-one